C(=O)N1C=2C(NC(=NC2NC[C@H]1CNC1=CC=C(C(N[C@@H](CCC(=O)O)C(=O)O)=O)C=C1)N)=O |&1:11| racemic-5-formyl-tetrahydrofolic acid